CC1=NC(=NO1)C=1C=C(C(=O)NCCN2CC3=C(CC2)C=C(S3)C(=O)OCC)C=CC1 ethyl 6-[2-[[3-(5-methyl-1,2,4-oxadiazol-3-yl)benzoyl]amino]ethyl]-5,7-dihydro-4H-thieno[2,3-c]pyridine-2-carboxylate